C(C1=CC=CC=C1)OCCOCC(=O)OC Methyl 2-(2-(benzyloxy)ethoxy)acetate